OC(C(=O)N[C@@H](CO)[C@@H](CCCCCCCCCCCCCCC)O)CCCCCCCCCCCCCC (2S,3R)-2-(2-hydroxyhexadecanoyl)aminooctadecane-1,3-diol